C(#N)C1(CC1)NS(=O)(=O)C1=CC=C2C3=C(N(C2=C1)C=1SC(=NN1)C(F)F)N=CN=C3N3CCN(CCC3)C(C(C)C)=O N-(1-Cyanocyclopropyl)-9-(5-(difluoromethyl)-1,3,4-thiadiazol-2-yl)-4-(4-isobutyryl-1,4-diazepan-1-yl)-9H-pyrimido[4,5-b]indole-7-sulfonamide